racemic-imino(methyl)(1-(((4-(4-(trifluoromethyl)phenyl)phthalazin-1-yl)amino)methyl)cyclopropyl)-sulfanone N=[S@](=O)(C1(CC1)CNC1=NN=C(C2=CC=CC=C12)C1=CC=C(C=C1)C(F)(F)F)C |r|